NCC1=CC(=CC=C1)CN 1,3-di(aminomethyl)benzene